FC1=C(C(=O)C2=NNC3=NC=C(C=C32)C3=CC=C(C=C3)S(=O)(=O)N)C(=CC(=C1NS(=O)(=O)CCC)F)F 4-[3-[2,4,6-trifluoro-3-(propylsulfonylamino)benzoyl]-1H-pyrazolo[3,4-b]pyridin-5-yl]benzenesulfonamide